7-(morpholine-4-carbonyl)-2-(1H-pyrazol-4-yl)-12-oxa-3-thia-6-azatricyclo[6.4.1.04,13]-tridec-1,4(13),7-trien-5-one N1(CCOCC1)C(=O)C=1NC(C=2SC(=C3OCCCC1C32)C=3C=NNC3)=O